C(C)(C)(C)OC(=O)N1C[C@@H]([C@H](CC1)C1=C(C=C2C=NC(=NC2=C1)N)Cl)F |r| (3R,4R) and (3S,4S)-4-(2-amino-6-chloroquinazolin-7-yl)-3-fluoropiperidine-1-carboxylic acid tert-butyl ester